N-(6-(3-(1-isopropyl-2,3-dihydro-1H-pyrrolo[2,3-c]pyridin-5-yl)-1,2,4-thiadiazol-5-ylamino)-5-(trifluoromethyl)pyridin-3-yl)-N-methylacetamide C(C)(C)N1CCC=2C1=CN=C(C2)C2=NSC(=N2)NC2=C(C=C(C=N2)N(C(C)=O)C)C(F)(F)F